C1(CC1)CNC1=NC=CC(=C1)C1=CNC2=NC=C3C(=C21)N=C(N3C)C3CCNCC3 N-(cyclopropylmethyl)-4-(3-methyl-2-(piperidin-4-yl)-3,6-dihydroimidazo[4,5-d]pyrrolo[2,3-b]pyridin-8-yl)pyridin-2-amine